[(2S,3R,4R,5S,6S)-3,4,5-trimethoxy-6-methyl-tetrahydropyran-2-yl] N-[4-[1-[4-(1,1,2,2,2-pentafluoroethoxy)phenyl]-1,2,4-triazol-3-yl]phenyl]carbamate FC(C(F)(F)F)(OC1=CC=C(C=C1)N1N=C(N=C1)C1=CC=C(C=C1)NC(O[C@@H]1O[C@H]([C@@H]([C@H]([C@H]1OC)OC)OC)C)=O)F